heptatriacontyl tetracos-15-enoate C(CCCCCCCCCCCCCC=CCCCCCCCC)(=O)OCCCCCCCCCCCCCCCCCCCCCCCCCCCCCCCCCCCCC